C(\C=C/CCC=CCC)=O cis-2,6-nondienal